N-ethyl-2-({2-[4-(2-ethyl-2-hydroxybutoxy)pyridin-2-yl]-5H,6H,7H-cyclopenta[d]pyrimidin-4-yl}(methyl)amino)acetamide C(C)NC(CN(C)C=1C2=C(N=C(N1)C1=NC=CC(=C1)OCC(CC)(O)CC)CCC2)=O